5-acetyl-2-(4-(benzyloxy)-3-chlorophenyl)-6,7-dihydrobenzofuran-4(5H)-one C(C)(=O)C1CCC2=C(C=C(O2)C2=CC(=C(C=C2)OCC2=CC=CC=C2)Cl)C1=O